BrC=1C(=NN(C1C=1C=NC(=CC1)F)C1=C(C=CC=C1)F)O[C@H](C(=O)OCCC(=O)OC)OCC |r| methyl 3-{[(2RS)-2-{[4-bromo-1-(2-fluorophenyl)-5-(6-fluoropyridin-3-yl)-1H-pyrazol-3-yl]oxy}-2-ethoxyethanoyl]oxy}propanoate